BrCC(=O)NC1=C(C=C(C=C1)S(F)(F)(F)(F)F)Cl 2-bromo-N-(2-chloro-4-(pentafluoro-λ6-sulfaneyl)phenyl)acetamide